C(=C(C)CCC[C@@H](C)[C@H]1CC[C@H]2[C@@H]3CCC4CCCC[C@]4(C)[C@H]3CC[C@]12C)Br cholestenyl bromide